NC1=C(C(=C(O)C(=C1)N)O)O 4,6-diaminopyrogallol